trans-3-Azabicyclo[3.1.0]hexane-2-carboxylic acid C12C(NCC2C1)C(=O)O